NC=1C=2N(C=C(N1)C1=C(C#N)C=CC=C1)N=C(C2)CC2=NC=CC=C2 (4-amino-2-(pyridin-2-ylmethyl)pyrazolo[1,5-a]pyrazin-6-yl)benzonitrile